ClC1=NC(=NC=C1C(F)(F)F)NC=1C=C2CCN(CC2=CC1)C(=O)OC(C)(C)C 6-(4-chloro-5-trifluoromethylpyrimidin-2-yl-amino)-2-N-t-butoxycarbonyl-1,2,3,4-tetrahydroisoquinoline